C(C)(C)(C)OC(=O)N1C=CC(=C1)N1N=NC(=C1)C=1C=NC=C(C1)C(=O)N1CCOCC1 4-(4-(5-(morpholine-4-carbonyl)pyridin-3-yl)-1H-1,2,3-triazol-1-yl)pyrrole-1-carboxylic acid tert-butyl ester